tert-butyl 6-(4-bromo-3-(4-(methoxycarbonyl) phenyl)-5-methyl-1H-pyrazol-1-yl)-2-azaspiro[3.3]Heptane-2-carboxylate BrC=1C(=NN(C1C)C1CC2(CN(C2)C(=O)OC(C)(C)C)C1)C1=CC=C(C=C1)C(=O)OC